(R)-7-bromo-5-((1-(dimethylamino)propan-2-yl)oxy)-N-(2-methylquinolin-6-yl)quinazolin-4-amine BrC1=CC(=C2C(=NC=NC2=C1)NC=1C=C2C=CC(=NC2=CC1)C)O[C@@H](CN(C)C)C